The molecule is an unsaturated fatty acyl-CoA that results from the formal condensation of the thiol group of coenzyme A with the carboxy group of 11,12-epoxy-(5Z,8Z,14Z)-icosatrienoic acid. It is a long-chain fatty acyl-CoA and an unsaturated fatty acyl-CoA. It derives from an 11,12-EET. It is a conjugate acid of an 11,12-epoxy-(5Z,8Z,14Z)-icosatrienoyl-CoA(4-). CCCCC/C=C\\CC1C(O1)C/C=C\\C/C=C\\CCCC(=O)SCCNC(=O)CCNC(=O)[C@@H](C(C)(C)COP(=O)(O)OP(=O)(O)OC[C@@H]2[C@H]([C@H]([C@@H](O2)N3C=NC4=C(N=CN=C43)N)O)OP(=O)(O)O)O